CN1N=C(C(=C1)C)[C@H](N)C1(CC1)C (R)-(1,4-Dimethyl-1H-pyrazol-3-yl)(1-methylcyclopropyl)-methanamine